BrC1=CC(=C(C=N1)C(=O)OCC)NC(C)C Ethyl 6-bromo-4-(isopropylamino)pyridine-3-carboxylate